4,6-dimethyl-2-mercaptopyrimidineethanol CC1=NC(NC(=C1)C)(CCO)S